eugenolacetate CC(=O)OC1=C(C=C(C=C1)CC=C)OC